2-((trans)-4-(4-((5-(2,4-difluoro-5-methylphenyl)imidazo[1,2-a]pyrazin-8-yl)amino)-1H-pyrazol-1-yl)cyclohexyl)acetaldehyde FC1=C(C=C(C(=C1)F)C)C1=CN=C(C=2N1C=CN2)NC=2C=NN(C2)[C@@H]2CC[C@H](CC2)CC=O